CCCC[Sn](CCCC)(CCCC)C#CC 1-Propynyltri-n-butyltin